COC1=CC=C(CN2CC3=CC=C(C=C3C3(C2)CC3)C=C)C=C1 2'-(4-methoxybenzyl)-6'-vinyl-2',3'-dihydro-1'H-spiro[cyclopropane-1,4'-isoquinoline]